(2R,4S)-2-(((S)-1-(((6-amino-2-methylpyridin-3-yl)methyl)amino)-1-oxopropan-2-yl)carbamoyl)-4-phenylpiperidine-1-carboxylic acid tert-butyl ester C(C)(C)(C)OC(=O)N1[C@H](C[C@H](CC1)C1=CC=CC=C1)C(N[C@H](C(=O)NCC=1C(=NC(=CC1)N)C)C)=O